tert-butyl (2R)-2-{[(tert-butoxy)carbonyl]amino}-3-sulfanylpropanoate C(C)(C)(C)OC(=O)N[C@H](C(=O)OC(C)(C)C)CS